ClC=1SC(=CN1)CNC(=O)C1=CC2=C(S(C3=C(C(N2)=O)C=CC=C3)(=O)=O)C=C1 N-((2-chlorothiazol-5-yl)methyl)-11-oxo-10,11-dihydrodibenzo[b,f][1,4]thiazepine-8-carboxamide 5,5-dioxide